5-((1-(4-((2R,3R)-3-(Dimethylamino)-2-methylpyrrolidin-1-yl)phenyl)-1H-imidazol-4-yl)amino)pyrazine-2-carbonitrile CN([C@H]1[C@H](N(CC1)C1=CC=C(C=C1)N1C=NC(=C1)NC=1N=CC(=NC1)C#N)C)C